C1(CC1)[C@@H](C)N1CC=C2N1C(=CC(=N2)C2=NC(=CC=C2)F)C (R)-N-(1-cyclopropylethyl)-5-(6-fluoropyridin-2-yl)-7-methylpyrazolo[1,5-a]Pyrimidine